ClC1=C(C=CC=C1C1=C(C=C(C=C1)CN1CCCC1)F)C1=C(C(=CC=C1)C=1OC2=C(N1)C=C(C(=C2)OC(F)F)CN2[C@@H](CCC2)C(=O)O)C ((2-(2'-chloro-2''-fluoro-2-methyl-4''-(pyrrolidin-1-ylmethyl)-[1,1':3',1''-terphenyl]-3-yl)-6-(difluoromethoxy)benzo[d]oxazol-5-yl)methyl)proline